4-fluorophenyl-n-propyl ketone FC1=CC=C(C=C1)CCCC(=O)CCCC1=CC=C(C=C1)F